ClC=1C(=NC(=NC1)NC=1C(NC=2CCN(CC2C1)C)=O)NC1=C(C=CC=C1)SC(C)C 3-((5-Chloro-4-((2-(isopropylthio)phenyl)amino)pyrimidin-2-yl)amino)-6-methyl-5,6,7,8-tetrahydro-1,6-Naphthyridine-2(1H)-one